COC(C1=NC=2NCCCC2C=C1CNC(CCC)O)OC (((2-(dimethoxymethyl)-5,6,7,8-tetrahydro-1,8-naphthyridin-3-yl)methyl)amino)butan-1-ol